N-isobutyl-5-(1-methyl-1H-benzo[d][1,2,3]triazol-6-yl)-7H-pyrrolo[2,3-d]pyrimidin-2-amine C(C(C)C)NC=1N=CC2=C(N1)NC=C2C=2C=CC1=C(N(N=N1)C)C2